Cl.CN1N=CC=2C(=CC=CC12)B(O)O 1-METHYL-1H-INDAZOLE-4-BORONIC ACID HYDROCHLORIDE